6-(cyclopropanecarboxamido)-N-(2,2-difluoroethoxy)-4-((2-methoxy-3-(1-methyl-1H-1,2,4-Triazol-3-yl)phenyl)amino)pyridazine-3-carboxamide C1(CC1)C(=O)NC1=CC(=C(N=N1)C(=O)NOCC(F)F)NC1=C(C(=CC=C1)C1=NN(C=N1)C)OC